FC1(CNC(N(C1)C(CN1CCC(CC1)C(F)(F)F)C1=CN=C(S1)NC(OC(C)(C)C)=O)=O)F tert-butyl (5-(1-(5,5-difluoro-2-oxotetrahydropyrimidin-1(2H)-yl)-2-(4-(trifluoromethyl)piperidin-1-yl)ethyl)thiazol-2-yl)carbamate